((2-(((S)-1-((S)-2-(5-azaspiro[2.4]heptane-5-carbonyl)pyrrolidin-1-yl)-3,3-dimethyl-1-oxobutan-2-yl)carbamoyl)benzo[b]thiophen-5-yl)difluoromethyl)phosphonic acid C1CC12CN(CC2)C(=O)[C@H]2N(CCC2)C([C@H](C(C)(C)C)NC(=O)C2=CC1=C(S2)C=CC(=C1)C(F)(F)P(O)(O)=O)=O